COC([C@H](CC1=CC(=CC=C1)O)N)=O (2S)-2-amino-3-(3-hydroxyphenyl)propionic acid methyl ester